FC(C=1N=NN[NH+]1)(F)F 5-(trifluoromethyl)-tetrazolium